N-(1-((3-((2-(5-fluoroisoindolin-2-yl)-2-oxoethyl)amino)adamantan-1-yl)amino)-1-oxo-5,8,11-trioxa-2-azatridecan-13-yl)-5-(2-oxohexahydro-1H-thieno[3,4-d]imidazol-4-yl)pentanamide FC=1C=C2CN(CC2=CC1)C(CNC12CC3(CC(CC(C1)C3)C2)NC(NCCOCCOCCOCCNC(CCCCC2SCC3NC(NC32)=O)=O)=O)=O